Ethyl (R)-2-(3-((tert-butoxycarbonyl)amino)piperidin-1-yl)thiazole-4-carboxylate C(C)(C)(C)OC(=O)N[C@H]1CN(CCC1)C=1SC=C(N1)C(=O)OCC